(5S,6S,9R)-5-amino-6-(2,3-difluorophenyl)-6,7,8,9-tetrahydro-5H-cyclohepta[b]pyridine-9-ol L-tartrate C(=O)(O)[C@H](O)[C@@H](O)C(=O)O.N[C@H]1[C@@H](CC[C@H](C2=NC=CC=C21)O)C2=C(C(=CC=C2)F)F